2-(4-((2-(1,5-Dimethyl-6-oxo-1,6-dihydropyridin-3-yl)-3-isopropyl-1H-indol-5-yl)oxy)piperidin-1-yl)-N-methylacetamid CN1C=C(C=C(C1=O)C)C=1NC2=CC=C(C=C2C1C(C)C)OC1CCN(CC1)CC(=O)NC